N-methyl-N-(1-(4-(trifluoromethyl)phenyl)-1,2,3,4-tetrahydroquinolin-3-yl)acrylamide CN(C(C=C)=O)C1CN(C2=CC=CC=C2C1)C1=CC=C(C=C1)C(F)(F)F